ClC1=NC(=NC(=C1C)C(F)F)SC 4-chloro-6-(difluoromethyl)-5-methyl-2-methylsulfanyl-pyrimidine